tert-butyl N-tert-butoxycarbonyl-N-[4-[[5-[[5-(difluoromethoxy)-2-pyridyl]amino]-4-methyl-3-pyridyl]methyl]-3-fluoro-2-pyridyl]carbamate C(C)(C)(C)OC(=O)N(C(OC(C)(C)C)=O)C1=NC=CC(=C1F)CC=1C=NC=C(C1C)NC1=NC=C(C=C1)OC(F)F